4-(cis-bicyclo[3.1.0]hexane-3-yloxy)-2,3-difluoroaniline C12CC(CC2C1)OC1=C(C(=C(N)C=C1)F)F